5-Bromoindane BrC=1C=C2CCCC2=CC1